3-fluoro-N-(4-fluorophenyl)-1-(4-(4-(hydroxymethyl)-6-(trifluoromethyl)pyridin-3-yl)phenyl)Cyclobutane-1-carboxamide FC1CC(C1)(C(=O)NC1=CC=C(C=C1)F)C1=CC=C(C=C1)C=1C=NC(=CC1CO)C(F)(F)F